(R)-1-(4-methylphenyl)ethanol CC1=CC=C(C=C1)[C@@H](C)O